FC1=CC=C(C=C1)C(C(=O)OC)CO methyl 2-(4-fluorophenyl)-3-hydroxypropanoate